BrC1=C2C=CNC2=NC=C1 4-bromo-7-azaindole